7-methyl-2-(o-tolyl)-3-(trifluoromethyl)isoquinolin-1(2H)-one CC1=CC=C2C=C(N(C(C2=C1)=O)C1=C(C=CC=C1)C)C(F)(F)F